2-{2-[(1H-1,3-Benzodiazol-2-ylmethyl)amino]ethyl}-N-[(3,5-dimethylpyridin-2-yl)methyl]-1,3-thiazole-4-carboxamide N1C(=NC2=C1C=CC=C2)CNCCC=2SC=C(N2)C(=O)NCC2=NC=C(C=C2C)C